tri(4,7-diphenyl-1,10-phenanthroline) ruthenium [Ru].C1(=CC=CC=C1)C1=CC=NC2=C3N=CC=C(C3=CC=C12)C1=CC=CC=C1.C1(=CC=CC=C1)C1=CC=NC2=C3N=CC=C(C3=CC=C12)C1=CC=CC=C1.C1(=CC=CC=C1)C1=CC=NC2=C3N=CC=C(C3=CC=C12)C1=CC=CC=C1